((9-((3aR,4R,6R,6aR)-6-(((tert-butyldimethylsilyl)oxy)methyl)-2,2-dimethyltetrahydrofuro[3,4-d][1,3]dioxol-4-yl)-9H-purin-6-yl)carbamoyl)-L-glutamic acid [Si](C)(C)(C(C)(C)C)OC[C@H]1O[C@H]([C@H]2[C@@H]1OC(O2)(C)C)N2C1=NC=NC(=C1N=C2)NC(=O)N[C@@H](CCC(=O)O)C(=O)O